3-fluoro-2-(6-fluoro-2-((1-methylazetidin-3-yl)methoxy)-4-((R)-2-methylpiperazin-1-yl)pyrido[2,3-d]pyrimidin-7-yl)phenol FC=1C(=C(C=CC1)O)C=1C(=CC2=C(N=C(N=C2N2[C@@H](CNCC2)C)OCC2CN(C2)C)N1)F